N-(2-(2-(2H-tetrazol-5-yl)phenyl)-6-(benzyl(propyl)amino)pyridin-4-yl)-2-phenylacetamide N=1NN=NC1C1=C(C=CC=C1)C1=NC(=CC(=C1)NC(CC1=CC=CC=C1)=O)N(CCC)CC1=CC=CC=C1